di(phenyl)[di(phenyl)(biphenylyl)indoloCarbazolyl]triazine C1(=CC=CC=C1)C1=C(C(=NN=N1)C1=C2C(=C(C(=C1C1=C(C=CC=C1)C1=CC=CC=C1)C1=CC=CC=C1)C1=CC=CC=C1)N=C1C=CC3=C4C=CC=CC4=NC3=C12)C1=CC=CC=C1